[C@@H]12COCC(CC1)N2C2(CC(C2)N2C(C(C1=NC=C(C=C12)Br)(C)C)=O)C#N (1S,3s)-1-(3-oxa-8-azabicyclo[3.2.1]oct-8-yl)-3-(6-bromo-3,3-dimethyl-2-oxo-2,3-dihydro-1H-pyrrolo[3,2-b]pyridin-1-yl)cyclobutane-1-carbonitrile